2-Cyclopropyl-N4-[1-(2-methoxy-phenyl)-pyrrolidin-3-yl]-N6-methyl-N6-propyl-quinazoline-4,6-diamine C1(CC1)C1=NC2=CC=C(C=C2C(=N1)NC1CN(CC1)C1=C(C=CC=C1)OC)N(CCC)C